2-bromo-4'-iodoacetophenone BrCC(=O)C1=CC=C(C=C1)I